FC(CNC1=NC(C(=C2N1C=CC(=C2)C(F)(F)F)C=2C(=NC=CC2)C)=O)F 1-((2,2-Difluoroethyl)amino)-4-(2-methylpyridin-3-yl)-6-(trifluoromethyl)-3H-pyrido[1,2-c]Pyrimidine-3-one